tert-Butyl 4-(2-(1,6-dimethyl-7-oxo-6,7-dihydro-1H-pyrrolo[2,3-c]pyridin-4-yl)-3-isopropyl-1H-indol-5-yl)piperidine-1-carboxylate CN1C=CC2=C1C(N(C=C2C=2NC1=CC=C(C=C1C2C(C)C)C2CCN(CC2)C(=O)OC(C)(C)C)C)=O